chromium calcium hydrogen phosphate P(=O)(O)([O-])[O-].[Ca+2].[Cr+3]